NC1CC2(CC2)OC2=C(C(=C(C=C12)F)C1=C(C=NN1C)C1=CC2=C(C(NN=C2CN)=O)C(=N1)NC([2H])([2H])[2H])C#N 4-amino-7-(4-(1-(aminomethyl)-5-((methyl-d3)amino)-4-oxo-3,4-dihydropyrido[3,4-d]pyridazin-7-yl)-1-methyl-1H-pyrazol-5-yl)-6-fluorospiro[chroman-2,1'-cyclopropane]-8-carbonitrile